(S)-1-(5-chlorothiophen-3-yl)-N-(8,9-difluoro-6-oxo-1,4,5,6-tetrahydro-2H-pyrano[3,4-c]isoquinolin-1-yl)-N-methylazetidine-3-carboxamide ClC1=CC(=CS1)N1CC(C1)C(=O)N(C)[C@@H]1COCC=2NC(C=3C=C(C(=CC3C21)F)F)=O